5-Methyl 6-bromo-2-((1r,4r)-4-(hydroxymethyl)cyclohexyl)benzo[d]oxazole-5-carboxylate BrC1=CC2=C(N=C(O2)C2CCC(CC2)CO)C=C1C(=O)OC